6-(2-(3-bromophenyl)acetyl)-2-(1-(3-chlorophenyl)cyclopropyl)-5,6,7,8-tetrahydropyrido[4,3-d]pyrimidin-4(3H)-one BrC=1C=C(C=CC1)CC(=O)N1CC2=C(N=C(NC2=O)C2(CC2)C2=CC(=CC=C2)Cl)CC1